C(C)(C)(C)OC(=O)N1CCC(CC1)CCC1(CCN(CC1)C(=O)OCC1=CC=CC=C1)O benzyl 4-[2-(1-tert-butoxycarbonyl-4-piperidinyl) ethyl]-4-hydroxy-piperidine-1-carboxylate